[N+](=O)([O-])OCC(CO[N+](=O)[O-])O[N+](=O)[O-] 1,2,3-Tris(nitrooxy)propane